dimethyl-acryloylammonium taurate NCCS(=O)(=O)[O-].C[NH+](C(C=C)=O)C